1-((7-((R)-6-chloro-2-methyl-1-((S)-pyrrolidin-3-yl)-1,2,3,4-tetrahydroquinolin-8-yl)thieno[3,2-b]pyridin-2-yl)methyl)pyrrolidine-2,5-dione ClC=1C=C2CC[C@H](N(C2=C(C1)C1=C2C(=NC=C1)C=C(S2)CN2C(CCC2=O)=O)[C@@H]2CNCC2)C